C(C)C(COC(\C=C\C1=CC=C(C=C1)OC)=O)CCCC 2-Ethylhexyl-(2E)-3-(4-methoxyphenyl)acrylat